COC1=NC(=CC=C1NC(=O)C=1C(=NOC1C)C1=CC=CC=C1)C1=CC=C(C=C1)CN1CC2C(C1)COC2 N-(2-methoxy-6-(4-((tetrahydro-1H-furo[3,4-c]pyrrol-5(3H)-yl)methyl)phenyl)pyridin-3-yl)-5-methyl-3-phenylisoxazole-4-carboxamide